1,3,5-Tri(2-methyl-4-aminophenoxy)benzen CC1=C(OC2=CC(=CC(=C2)OC2=C(C=C(C=C2)N)C)OC2=C(C=C(C=C2)N)C)C=CC(=C1)N